BrC1=C(C=2C=NN(C2C=C1)C)C(=O)OC methyl 5-bromo-1-methyl-1H-indazole-4-carboxylate